4-methyl-3-oxo-3,4-dihydro-2H-benzo[b][1,4]thiazine-6-carbonyl chloride CN1C2=C(SCC1=O)C=CC(=C2)C(=O)Cl